(pentafluorophenyl)Nitrogen FC1=C(C(=C(C(=C1[N])F)F)F)F